C1(=CC=CC=C1)C(CNC1=CC=C(C=O)C=C1)C1=CC=CC=C1 4-(Diphenylethylamino)benzaldehyde